C(C)(C)(C)OC(=O)N1C[C@H](N(CC1)C1=NC(=NC2=C(C(=C(C=C12)Cl)Br)F)Cl)C (R)-4-(7-bromo-2,6-dichloro-8-fluoroquinazolin-4-yl)-3-methylpiperazine-1-carboxylic acid tert-butyl ester